dimethylallyl-silylethanol CC(=CCC(C)(O)[SiH3])C